3-[3-ethylsulfonyl-5-(4-fluorophenyl)-2-pyridyl]-7-(trifluoromethyl)chromen-4-one tert-Butyl-(S)-6-(1-methyl-1H-imidazol-5-yl)-4-((tetrahydrofuran-3-yl)amino)isoindoline-2-carboxylate C(C)(C)(C)OC(=O)N1CC2=CC(=CC(=C2C1)N[C@@H]1COCC1)C1=CN=CN1C.C(C)S(=O)(=O)C=1C(=NC=C(C1)C1=CC=C(C=C1)F)C1=COC2=CC(=CC=C2C1=O)C(F)(F)F